C(C)(=O)C1=NN(C2=CC=C(C=C12)C=1C=NC(=NC1)C)CC(=O)N1[C@H](C[C@H](C1)F)C(=O)NC1=NC(=CC=C1)Br (2R,4R)-1-(2-(3-acetyl-5-(2-methylpyrimidin-5-yl)-1H-indazol-1-yl)acetyl)-N-(6-bromopyridin-2-yl)-4-fluoropyrrolidine-2-carboxamide